BrC1NCC2(C3=CC=CC=C13)CC2 bromo-2',3'-dihydro-1'H-spiro[cyclopropane-1,4'-isoquinoline]